NC(C([C@H](C[C@H]1C(NCC1)=O)NC([C@H](CC1CCCCC1)NC([C@H]([C@@H](C)OC(C)(C)C)NC(OCC1=CC=CC=C1)=O)=O)=O)=O)=O benzyl ((2S,3R)-1-(((S)-1-(((S)-4-amino-3,4-dioxo-1-((S)-2-oxopyrrolidin-3-yl)butan-2-yl)amino)-3-cyclohexyl-1-oxopropan-2-yl)amino)-3-(tert-butoxy)-1-oxobutan-2-yl)carbamate